7-((5-(2-(2-(cyclopropyl-amino)propan-2-yl)morpholino)pyridin-2-yl)amino)-4-(7-fluoroimidazo[1,2-a]pyridin-3-yl)isoindolin-1-one C1(CC1)NC(C)(C)C1OCCN(C1)C=1C=CC(=NC1)NC=1C=CC(=C2CNC(C12)=O)C1=CN=C2N1C=CC(=C2)F